NC=1C(=CC(=C(C1)NC1=NC=C(C(=N1)N1CC(C2=NC(=CC=C21)C)(C)C)C(=O)OC(C)C)OC)N2CCN(CC2)C isopropyl 2-((5-amino-2-methoxy-4-(4-methylpiperazin-1-yl)phenyl) amino)-4-(3,3,5-trimethyl-2,3-dihydro-1H-pyrrolo[3,2-b]pyridin-1-yl)pyrimidine-5-carboxylate